quinazoline-7-carboxylic acid tert-butyl ester C(C)(C)(C)OC(=O)C1=CC=C2C=NC=NC2=C1